3-(2-fluoro-4-methoxyphenyl)-N-(2-(4-(trifluoromethyl)piperidin-1-yl)pyrimidin-4-yl)isoxazol FC1=C(C=CC(=C1)OC)C1N(OC=C1)C1=NC(=NC=C1)N1CCC(CC1)C(F)(F)F